tert-Butyl 3-(chlorosulfonyl)azetidine-1-carboxylate ClS(=O)(=O)C1CN(C1)C(=O)OC(C)(C)C